C1(CC1)C1OC(C2=CC=C(C=C2C1)C#N)=O Cyclopropyl-1-oxoisochroman-6-carbonitrile